5-bromo-2-chloro-4-iodo-pyridine BrC=1C(=CC(=NC1)Cl)I